C(C)(C)(C)[S@@](=O)N[C@@H](CC(=O)OCC)C=1C(=C(C=C(C1F)C(F)(F)F)C1=C(C=C(C=C1C)C(F)(F)F)C)F ethyl (S)-3-(((R)-tert-butylsulfinyl)amino)-3-(2,4-difluoro-2',6'-dimethyl-4',5-bis(trifluoromethyl)-[1,1'-biphenyl]-3-yl)propanoate